8-bromo-2-(4-methoxybenzyl)-6-morpholino-7-(pyridin-4-yl)-3,4-dihydropyrrolo[1,2-a]pyrazin-1(2H)-one BrC=1C(=C(N2C1C(N(CC2)CC2=CC=C(C=C2)OC)=O)N2CCOCC2)C2=CC=NC=C2